C(C1=CC=CC=C1)NC1=C2N=CN(C2=NC(=N1)C1=CC(=CC=C1)NC)[C@H]1[C@@H]([C@@H]([C@H](O1)C(=O)NC)O)O (2s,3s,4r,5r)-5-(6-(benzylamino)-2-(3-(methylamino)phenyl)-9H-purin-9-yl)-3,4-dihydroxy-N-methyltetrahydrofuran-2-carboxamide